BrC=1C(=CC2=C(N(C(N2COCC[Si](C)(C)C)=O)C)C1)F 6-bromo-5-fluoro-1-methyl-3-(2-trimethylsilylethoxymethyl)benzimidazol-2-one